ClC1=C(C=CC(=C1)Cl)[C@H](C)NC(=O)[C@]1(C=2C=CC=NC2[C@H](CC1)O)F (5S,8S)-N-((S)-1-(2,4-dichloro-phenyl)ethyl)-5-fluoro-8-hydroxy-5,6,7,8-tetrahydro-quinoline-5-carboxamide